nickel cobalt phosphorus molybdenum [Mo].[P].[Co].[Ni]